Tert-butyl 5-((5-(1-methoxy-3-methyl-1-oxobutan-2-yl)isoxazol-3-yl)oxy)pentanoate COC(C(C(C)C)C1=CC(=NO1)OCCCCC(=O)OC(C)(C)C)=O